C1CC12C1(OCCO1)CNC2 5,8-dioxa-10-azadispiro[2.0.44.33]undecane